(2S)-2-[2-[4-chloro-2-(2-methyl-6-morpholin-4-ylpyridin-4-yl)oxyphenyl]pyrimidin-5-yl]-2-fluoroethanamine ClC1=CC(=C(C=C1)C1=NC=C(C=N1)[C@@H](CN)F)OC1=CC(=NC(=C1)N1CCOCC1)C